COC=1C=C(C=CC1OC)NC(CSC=1NC=C(N1)C(=O)OCC1OC(OC1)(C)C)=O (2,2-dimethyl-1,3-dioxolan-4-yl)methyl 2-((2-((3,4-dimethoxyphenyl)amino)-2-oxoethyl)thio)-1H-imidazole-4-carboxylate